ClC=1C=C(C=CC1F)C(C=1NC(=CN1)S(=O)(=O)NCC(C)(C)O)C1=CC(=C(C=C1)F)Cl 2-(bis(3-chloro-4-fluorophenyl)methyl)-N-(2-hydroxy-2-methylpropyl)-1H-imidazole-5-sulfonamide